phosphoacetic acid P(=O)(=O)CC(=O)O